8'-(2-Methoxyquinolin-6-yl)-3'-methylspiro[cyclopropane-1,1'-pyrrolo[2,3-c]quinolin]-2'(3'H)-one COC1=NC2=CC=C(C=C2C=C1)C1=CC=2C3=C(C=NC2C=C1)N(C(C31CC1)=O)C